ClC1=C(C=CC=C1)N1C(N=C(C2=CC=C(C=C12)C1CC1)NCC1=CC=NC=C1)=O 1-(2-chlorophenyl)-7-cyclopropyl-4-((pyridin-4-ylmethyl)amino)quinazolin-2(1H)-one